N1=C(C=CC=C1)C=NNC=1SC=C(N1)C=1C(OC2=CC=CC=C2C1)=O 3-(2-(2-(pyridin-2-ylmethylene)hydrazino)thiazol-4-yl)-2H-chromen-2-one